CN1N=C(C=C1)CCNC(O[C@H]1[C@H](NC[C@@H]1O)CC1=CC=C(C=C1)OC)=O (2R,3S,4S)-4-hydroxy-2-[(4-methoxyphenyl)methyl]pyrrolidin-3-yl N-[2-(1-methylpyrazol-3-yl)ethyl]carbamate